hexyldecanol ethyl-hexanoate (Hexyldecyl-ethylhexanoate) C(CCCCC)C(C(C(=O)O)(CC)CCCCCCCCCC)CCC.C(C)C(C(=O)O)CCCC.C(CCCCC)C(CCCCCCCCC)O